N-[3-[1-[(4-methyl-1,2,4-triazol-3-yl)sulfanyl]propyl]phenyl]isoquinoline-3-carboxamide CN1C(=NN=C1)SC(CC)C=1C=C(C=CC1)NC(=O)C=1N=CC2=CC=CC=C2C1